(1aS,5aS)-2-(5-p-Tolyl-pyridin-2-yl)-1a,2,5,5a-tetrahydro-1H-2,3-diaza-cyclopropa[a]pentalene-4-carboxylic acid (2-hydroxy-1,1-dimethyl-ethyl)-amide OCC(C)(C)NC(=O)C=1C=2C[C@H]3[C@@H](C2N(N1)C1=NC=C(C=C1)C1=CC=C(C=C1)C)C3